2-(6-(3-fluoro-1H-pyrazol-1-yl)pyridin-3-yl)-N-(piperidin-4-yl)acetamide FC1=NN(C=C1)C1=CC=C(C=N1)CC(=O)NC1CCNCC1